[SiH2]1C=CC=C1 1H-silole